C(#N)C1=C(SC2=C1C(=NC=C2F)C=2C1=C(C=3C=NC(=NC3C2F)OC[C@H]2N(CCC2)C)COC1)NC(OC(C)(C)C)=O tert-Butyl N-[3-cyano-7-fluoro-4-[5-fluoro-3-[[(2S)-1-methylpyrrolidin-2-yl]methoxy]-7,9-dihydrofuro[3,4-f]quinazolin-6-yl]thieno[3,2-c]pyridin-2-yl]carbamate